CC1=CC=CC=C1CC(=O)OC(=O)CC2=CC=CC=C2C toluene-acetic anhydride